The molecule is a steroid glucuronide anion that is the conjugate base of 2-hydroxy-17beta-estradiol 3-O-(beta-D-glucuronide) arising from deprotonation of the carboxylic acid function; major species at pH 7.3. It is a steroid glucosiduronic acid anion, a beta-D-glucosiduronate and a monocarboxylic acid anion. It is a conjugate base of a 2-hydroxy-17beta-estradiol 3-O-(beta-D-glucuronide). C[C@]12CC[C@H]3[C@H]([C@@H]1CC[C@@H]2O)CCC4=CC(=C(C=C34)O)O[C@H]5[C@@H]([C@H]([C@@H]([C@H](O5)C(=O)[O-])O)O)O